3,5-dibromo-1-methylpyrazole BrC1=NN(C(=C1)Br)C